3-(5-(1-aminocyclopropyl)quinolin-7-yl)-N,N-dimethyl-1H-pyrazole-5-carboxamide NC1(CC1)C1=C2C=CC=NC2=CC(=C1)C1=NNC(=C1)C(=O)N(C)C